ClC1=NC=C2NC(N(C2=N1)C1(CCOCCC1)C#N)=S 4-(2-chloro-8-thioxo-7,8-dihydro-9H-purin-9-yl)oxepane-4-carbonitrile